cis-2-((3-((S)-3-(3,5-difluorophenyl)isoxazolidine-2-carbonyl)cyclobutyl)amino)pyrimidine-4-carbonitrile FC=1C=C(C=C(C1)F)[C@H]1N(OCC1)C(=O)[C@H]1C[C@H](C1)NC1=NC=CC(=N1)C#N